C(C1=CC=CC=C1)NC(=O)NC=1C=C(C2=C(N=C(N=C2)S(=O)(=O)C)N1)C#C[Si](C(C)C)(C(C)C)C(C)C 1-benzyl-3-{2-methanesulfonyl-5-[2-(triisopropylsilyl)ethynyl]pyrido[2,3-d]pyrimidin-7-yl}urea